methyl (3S)-3-(4-(ethylsulfonyl)phenyl)-3-(2-(2-(3-fluorophenyl)pyrrolidin-1-yl)pyrimidine-5-carboxamido)propionate C(C)S(=O)(=O)C1=CC=C(C=C1)[C@H](CC(=O)OC)NC(=O)C=1C=NC(=NC1)N1C(CCC1)C1=CC(=CC=C1)F